4-(2-(Aminomethyl)-5-(3-fluoro-4-methoxyphenyl)-1-methyl-1H-pyrrolo[2,3-c]pyridin-4-yl)-2-fluorobenzonitrile NCC1=CC=2C(=CN=C(C2C2=CC(=C(C#N)C=C2)F)C2=CC(=C(C=C2)OC)F)N1C